O=C1N(CCC(N1)=O)C=1C=C(C2=C(OC[C@H]3N2CCN(C3)CC(=O)O)C1)F (S)-2-(8-(2,4-dioxotetrahydropyrimidin-1(2H)-yl)-10-fluoro-1,2,4a,5-tetrahydrobenzo[b]pyrazino[1,2-d][1,4]oxazin-3(4H)-yl)acetic acid